C1(CCCC1)OC1=C(C(=C2N(C(CN(S2(=O)=O)CCC)C(=O)O)C1=O)C1=CC(=CC=C1)C(F)(F)F)CC1=CC=CC2=CC=CC=C12 7-(cyclopentyloxy)-8-(naphthalen-1-ylmethyl)-6-oxo-2-propyl-9-(3-(trifluoromethyl)phenyl)-3,4-dihydro-2H,6H-pyrido[1,2-e][1,2,5]thiadiazine-4-carboxylic acid 1,1-dioxide